NC=1C=C(C(=NC1)S(=O)(=O)NC=1SC=C(N1)C1=CC(=C(C=C1)F)Cl)C 5-amino-N-(4-(3-chloro-4-fluorophenyl)thiazol-2-yl)-3-methylpyridine-2-sulfonamide